4-(6-(4-((5-cyclopropyl-3-(2,6-dichlorophenyl)isoxazol-4-yl)methoxy)piperidin-1-yl)pyridin-3-yl)-1,2,4-triazine-3,5(2H,4H)-dione C1(CC1)C1=C(C(=NO1)C1=C(C=CC=C1Cl)Cl)COC1CCN(CC1)C1=CC=C(C=N1)N1C(NN=CC1=O)=O